(S)-(2-amino-1-phenylethyl)carbamic acid tert-butyl ester C(C)(C)(C)OC(N[C@H](CN)C1=CC=CC=C1)=O